ethyl 2-formyl-5-methoxy-1-(4-sulfamoyl benzyl)-1H-indole-3-carboxylate C(=O)C=1N(C2=CC=C(C=C2C1C(=O)OCC)OC)CC1=CC=C(C=C1)S(N)(=O)=O